2-((2S,3S,4S)-5-chloro-6-fluoro-3-methyl-2-((methylamino)methyl)-2-phenyl-2,3-dihydro-benzofuran-4-yl)-3-fluoro-4-(2-hydroxyethoxy)benzamide ClC=1C(=CC2=C([C@@H]([C@](O2)(C2=CC=CC=C2)CNC)C)C1C1=C(C(=O)N)C=CC(=C1F)OCCO)F